N-(5-methylsulfanyl-1,3,4-thiadiazol-2-yl)-6-oxo-4-phenoxy-pyran-2-carboxamide CSC1=NN=C(S1)NC(=O)C=1OC(C=C(C1)OC1=CC=CC=C1)=O